thiobis(resorcinol) S(C1=C(O)C=CC=C1O)C1=C(O)C=CC=C1O